(S)-2-((5-Chloro-4-((3-(2,3-dihydrobenzo[b][1,4]dioxin-6-yl)-2-methylbenzyl)oxy)-2-((5-((3-methoxy-3-oxopropyl)thio)pyridin-3-yl)methoxy)benzyl)amino)-3-hydroxy-2-methylpropanoic acid ClC=1C(=CC(=C(CN[C@](C(=O)O)(CO)C)C1)OCC=1C=NC=C(C1)SCCC(=O)OC)OCC1=C(C(=CC=C1)C1=CC2=C(OCCO2)C=C1)C